C(C)(C)(C)[Si](OC[C@H]1[C@H](C1)CC=CCCOC1OCCCC1)(C1=CC=CC=C1)C1=CC=CC=C1 tert-butyl-diphenyl-[[(1R,2S)-2-(5-tetrahydropyran-2-yloxypent-2-enyl)cyclopropyl]methoxy]silane